CC1=NOC(=C1C1=CC=C(C=N1)C(C)=O)C 1-(6-(3,5-dimethylisoxazol-4-yl)pyridin-3-yl)ethanone